ClC1=NC(=C(C(=N1)C([2H])([2H])[2H])F)C([2H])([2H])[2H] 2-chloro-5-fluoro-4,6-bis(methyl-d3)pyrimidine